ClC1=C(C=C(C=C1)Cl)C=1N=C(NC1C)CC1=CC2=CC=CC=C2C=C1 4-(2,5-Dichlorophenyl)-5-methyl-2-(2-naphthylmethyl)imidazole